BrC=1C(=CC=C2C=NN(C12)C1OCCCC1)C 7-bromo-6-methyl-1-(tetrahydro-2H-pyran-2-yl)-1H-indazole